N1(N=CN=C1)CC#N 1H-1,2,4-triazole-1-acetonitrile